C(#N)C(C(=O)O)=COC 2-cyano-3-methoxypropan-2-enoic acid